ClC1=C(C(=CC=C1)Cl)NC(CN(CC=1NC(C2=C(N1)C=CS2)=O)CC)=O N-(2,6-dichlorophenyl)-2-(ethyl((4-oxo-3,4-dihydrothieno[3,2-d]pyrimidin-2-yl)methyl)amino)acetamide